FC1=C2C=C(N=NC2=CC(=C1)C=1CCNCC1)C1=CC=2C(=NN(N2)C)C(=C1)F 5-Fluoro-3-(7-fluoro-2-methyl-2H-benzotriazol-5-yl)-7-(1,2,3,6-tetrahydropyridin-4-yl)cinnoline